(10-(1H-imidazol-1-yl)decyl)-9H-carbazole N1(C=NC=C1)CCCCCCCCCCC1=CC=CC=2C3=CC=CC=C3NC12